C(C)(=O)OCC=1C(=CC2=C(OC[C@@H](N2C(CN2C[C@H](N(C[C@@H]2CCl)C(=O)OC(C)(C)C)C)=O)C)N1)CC1=CC=C(C=C1)F tert-butyl (2R,5R)-4-(2-((S)-6-(acetoxymethyl)-7-(4-fluorobenzyl)-2-methyl-2,3-dihydro-1H-pyrido[2,3-b][1,4]oxazin-1-yl)-2-oxoethyl)-5-(chloromethyl)-2-methylpiperazine-1-carboxylate